2-(4-methyl-1-piperidinyl)ethylamine CC1CCN(CC1)CCN